tert-butyl N-[(1S)-5-[2-(2-aminopyridin-3-yl)-5-(1,3-oxazol-2-yl)imidazo[4,5-b]pyridin-3-yl]-2,3-dihydro-1H-inden-1-yl]carbamate NC1=NC=CC=C1C1=NC=2C(=NC(=CC2)C=2OC=CN2)N1C=1C=C2CC[C@@H](C2=CC1)NC(OC(C)(C)C)=O